CN(C)CCOC1=C(C=C2C(=NC(=NC2=C1)NC1=CC=C(C=C1)OC)C(F)(F)F)OC 7-(2-(N,N-dimethylamino))ethoxy-6-methoxy-N-(4-methoxyphenyl)-4-trifluoromethylquinazolin-2-amine